FC=1C=C(C(=O)NNC(=O)C2CN(C2)C(=O)OC)C=C(C1C)NC(=O)C1=CN=C2N1C=CC=C2 methyl 3-(2-(3-fluoro-5-(imidazo[1,2-a]pyridine-3-carboxamido)-4-methylbenzoyl)hydrazine-1-carbonyl)azetidine-1-carboxylate